C(CCCCCCCCC)OC(CC)O decoxypropan-1-ol